tert-butyl (3S)-3-[[4-chloro-5-(trifluoromethyl)pyrimidin-2-yl]amino]piperidine-1-carboxylate ClC1=NC(=NC=C1C(F)(F)F)N[C@@H]1CN(CCC1)C(=O)OC(C)(C)C